4-benzyl-2-{[4-(4-bromophenyl)piperidin-1-yl]methyl}-1,4-oxazepane C(C1=CC=CC=C1)N1CC(OCCC1)CN1CCC(CC1)C1=CC=C(C=C1)Br